3,3'-nonamethylenebis(1H-1,2,4-triazole) N1N=C(N=C1)CCCCCCCCCC1=NNC=N1